Phenyl-(1-tosylhex-1-en-2-yl)sulfolane copper (II) sulfate S(=O)(=O)([O-])[O-].[Cu+2].C1(=CC=CC=C1)C1(S(=O)(=O)CCC1)C(=CS(=O)(=O)C1=CC=C(C)C=C1)CCCC